C(C1=CC=CC=C1)N1C(=NN=C1C1=C(C=C(C=C1)C=1CCN(CC1)C(=O)OC(C)(C)C)F)C1=CC=C(C=C1)C1=CCN(CC1)C(=O)OC(C)(C)C tert-Butyl 4-(4-(4-benzyl-5-(4-(1-(tert-butoxycarbonyl)-1,2,3,6-tetrahydro pyridin-4-yl)-2-fluorophenyl)-4H-1,2,4-triazol-3-yl)phenyl)-5,6-dihydropyridine-1(2H)-carboxylate